ClC=1C=C(C=CC1)C(C12CC(C1)(C2)C(=O)N2N=CCC2C2=CC(=CC(=C2)F)F)O (3-((3-chlorophenyl)-(hydroxy)methyl)bicyclo-[1.1.1]pentan-1-yl)(5-(3,5-difluorophenyl)-4,5-dihydro-1H-pyrazol-1-yl)methanone